2-methyl-4-(4-(trifluoromethyl)phenyl)pyrimidine CC1=NC=CC(=N1)C1=CC=C(C=C1)C(F)(F)F